[(3s)-1-[[4-[2-(2-amino-3-pyridyl)-5-phenyl-imidazo[4,5-b]pyridin-3-yl]phenyl]methyl]-3-piperidyl]carbamate NC1=NC=CC=C1C1=NC=2C(=NC(=CC2)C2=CC=CC=C2)N1C1=CC=C(C=C1)CN1C[C@H](CCC1)NC([O-])=O